O1COC2=C1C=CC(=C2)C2=NNC(=C2)NC2=CC(=C(C(=O)NC1CCN(CC1)C)C=C2)F 4-((3-(benzo[d][1,3]dioxol-5-yl)-1H-pyrazol-5-yl)amino)-2-fluoro-N-(1-methylpiperidin-4-yl)benzamide